pyran-4-carboxamide, hydrochloride Cl.O1CC=C(C=C1)C(=O)N